4,7-dihexyl-1,10-phenanthroline C(CCCCC)C1=CC=NC2=C3N=CC=C(C3=CC=C12)CCCCCC